C(\C(=C(\C(=O)O[2H])/[2H])\[2H])(=O)O[2H] fumaric acid-d4